([1,2,4]triazolo[4,3-a]pyrimidin-3-ylmethyl)-5-(benzyloxy)-2-methylbenzofuran-3-carboxamide N=1N=C(N2C1N=CC=C2)CC2=C(C=CC1=C2C(=C(O1)C)C(=O)N)OCC1=CC=CC=C1